N(=[N+]=[N-])[C@H]1[C@H](O)O[C@@H]([C@H]([C@@H]1O)O)CO 2-azido-2-deoxy-beta-D-glucopyranose